C(C)(C)(C)C=1C=CC2=C(CN(CO2)CCC2=CC=C(C=C2)C#C)C1 6-(tert-butyl)-3-(4-ethynylphenethyl)-3,4-dihydro-2H-1,3-benzoxazine